4-fluoro-2-methyl-1-(1-methylpiperidin-4-yl)-6-(5-phenyl-1H-pyrrolo[2,3-b]pyridin-3-yl)-1H-benzo[d]imidazole FC1=CC(=CC=2N(C(=NC21)C)C2CCN(CC2)C)C2=CNC1=NC=C(C=C12)C1=CC=CC=C1